O1C(CCCC1)O[C@@H](C)C=1N(C=CN1)CC1=NOC(=C1)C1=CC=C(C=C1)C#CC1=CC=C(CNC2CS(CC2)(=O)=O)C=C1 3-((4-((4-(3-((2-((1S)-1-((tetrahydro-2H-pyran-2-yl)oxy)ethyl)-1H-imidazol-1-yl)methyl)isoxazol-5-yl)phenyl)ethynyl)benzyl)amino)tetrahydrothiophene 1,1-dioxide